[Sn]=S Tin (II) sulfide